N1C(=NC2=C1C=CC=C2)C2=CC=CC(=N2)N2CCN(CC2)C(=O)C2=CC=C(C(=O)NC1=C(SC=C1)C(=O)N)C=C2 (4-(4-(6-(1H-benzo[d]imidazol-2-yl)pyridyl)piperazine-1-carbonyl)benzamido)thiophene-2-carboxamide